CC1=CC=C(S1)C=NNC1=C2N=CN(C2=NC(=N1)N1CCOCC1)CC(=O)C1=NC=CC=C1 2-(6-(2-((5-methylthiophen-2-yl)methylene)hydrazinyl)-2-morpholino-9H-purin-9-yl)-1-(pyridine-2-yl)ethan-1-one